CCCCCCCCCCCCCCCCCCCCCCCCC(=O)N[C@@H](CO)[C@@H](/C=C/CCCCCCCCCCCCC)O The molecule is a N-acylsphingosine in which the ceramide N-acyl group is specified as pentacosanoyl. It has a role as a Papio hamadryas metabolite and a rat metabolite. It is a N-acylsphingosine and a Cer(d43:1). It derives from a pentacosanoic acid.